C1=CC=C(C=C1)N[N+](=O)[O-] Nitroaniline